N-(3-chloro-5-(trifluoromethyl)phenyl)-3-((6-((2-(dimethylamino)ethyl)(methyl)amino)imidazo[1,2-b]pyridazin-3-yl)ethynyl)-2-methylbenzamide ClC=1C=C(C=C(C1)C(F)(F)F)NC(C1=C(C(=CC=C1)C#CC1=CN=C2N1N=C(C=C2)N(C)CCN(C)C)C)=O